O[C@H]1CN(C[C@@H](C1)C)C(=O)OC(C)(C)C tert-butyl (3R,5R)-3-(hydroxy)-5-methylpiperidine-1-carboxylate